NC1=C(C=C(N=N1)C1=C(C=CC=C1)O)N1CC2CCC(C1)N2C2=CC(=NC=C2)C#CCN2CC1(C2)CCN(C1)S(=O)(=O)C 2-[6-amino-5-[8-[2-[3-(7-methylsulfonyl-2,7-diazaspiro[3.4]octan-2-yl)prop-1-ynyl]-4-pyridyl]-3,8-diazabicyclo[3.2.1]octan-3-yl]pyridazin-3-yl]phenol